ClC1=C(C=C(C=C1)F)C1=CC(=CN1)S(=O)(=O)NC1=C(C=C(C=C1)C#N)F 5-(2-chloro-5-fluoro-phenyl)-N-(4-cyano-2-fluoro-phenyl)-1H-pyrrole-3-sulfonamide